FC=CC 1-Fluoropropen